C(C1=CC=CC=C1)OC1=CC=C(C(=O)NCC(=O)N2CC3(OCCO3)C[C@H]2C(=O)OC)C=C1 methyl (S)-7-((4-(benzyloxy)benzoyl)glycyl)-1,4-dioxa-7-azaspiro[4.4]nonane-8-carboxylate